2-ethylheptane-1,2-diol C(C)C(CO)(CCCCC)O